7-(3-(difluoromethoxy)-5-fluorophenyl)-3-(3-methoxypropyl)-1-((3-(trifluoromethyl)phenyl)sulfonyl)-2,3-dihydroquinazolin-4(1H)-one FC(OC=1C=C(C=C(C1)F)C1=CC=C2C(N(CN(C2=C1)S(=O)(=O)C1=CC(=CC=C1)C(F)(F)F)CCCOC)=O)F